1-(tert-butyl)-N-(2-methyl-4-(6-(1-methyl-1H-pyrazol-4-yl)pyrazolo[1,5-a]pyrazin-4-yl)benzyl)-1H-pyrazole-4-carboxamide C(C)(C)(C)N1N=CC(=C1)C(=O)NCC1=C(C=C(C=C1)C=1C=2N(C=C(N1)C=1C=NN(C1)C)N=CC2)C